2,3-bis-octadecyloxypropyl-ammonium bromide [Br-].C(CCCCCCCCCCCCCCCCC)OC(C[NH3+])COCCCCCCCCCCCCCCCCCC